ClC1CC2=C(C3=CC=C(C=C3C(=C2CC1)OC)Cl)OC(C(=C)C)=O 2,6-dichloro-9-methacryloyloxy-10-methoxy-1,2,3,4-tetrahydroanthracene